C1(CC1)C(=O)NC1=NC=CC(=C1)N1C=CC2=C(C=CC=C12)NC(C1=CC(=C(C=C1)OC)F)=O N-(1-(2-(Cyclopropancarboxamido)pyridin-4-yl)-1H-indol-4-yl)-3-fluoro-4-methoxybenzamid